(6-chloro-4-methyl-1-((2-(trimethylsilyl)ethoxy)methyl)-1H-pyrrolo[2,3-b]pyridin-2-yl)methanol ClC1=CC(=C2C(=N1)N(C(=C2)CO)COCC[Si](C)(C)C)C